ClC1=CC=C(C=C1)CN1N=C2C(CN(CC2)CC2=CC(=CC(=C2)F)F)(C1=O)C 2-[(4-chlorophenyl)methyl]-5-[(3,5-difluorophenyl)methyl]-3a-methyl-6,7-dihydro-4H-pyrazolo[4,3-c]pyridin-3-one